tert-butyl N-[1-(pyridazin-4-yl)-5-(trifluoromethyl)-1H-pyrazol-4-yl]carbamate N1=NC=C(C=C1)N1N=CC(=C1C(F)(F)F)NC(OC(C)(C)C)=O